(R)-9-(4-(1-methyl-4-((1-(2-methyl-3-(trifluoromethyl)phenyl)ethyl)amino)phthalazin-6-yl)piperazin-1-yl)nonanal CC1=NN=C(C2=CC(=CC=C12)N1CCN(CC1)CCCCCCCCC=O)N[C@H](C)C1=C(C(=CC=C1)C(F)(F)F)C